C(#C)C1=NC=C(C=O)C=C1 6-ethynylnicotinaldehyde